FC(C(=O)O)(C1CCC(CC1)C)F 2,2-difluoro-2-(4-methylcyclohexyl)acetic acid